5-formyltetrahydrofolic acid, sulfanylamide SNC(CC[C@@H](C(=O)O)NC(=O)C1=CC=C(NCC2CNC=3N=C(N)NC(=O)C3N2C=O)C=C1)=O